FC1=C(CS(=O)(=O)C2=CC3=C(S\C(\C(N3)=O)=C/C3=C(C=C(C(=O)OC)C=C3)[N+](=O)[O-])C=C2)C(=CC=C1)F (Z)-methyl 4-((6-((2,6-difluorobenzyl)sulfonyl)-3-oxo-3,4-dihydro-2H-benzo[b][1,4]thiazin-2-ylidene)methyl)-3-nitrobenzoate